1-(octahydro-2,3,8,8-tetramethyl-2-naphthyl)-1-ethanone CC1(CC2C(CCCC2CC1C)(C)C)C(C)=O